ClC=1C=C(C=NC1)C=1CCN(CC1)CC=1C=C2C(N(C(C2=CC1)=O)N1C(NC(CC1)=O)=O)=O 5-((5-chloro-3',6'-dihydro-[3,4'-bipyridyl]-1'(2'H)-yl)methyl)-2-(2,4-dioxotetrahydropyrimidin-1(2H)-yl)isoindoline-1,3-dione